2,2'-bipyridine-5,5-dicarboxylic acid N=1C(=CCC(C1)(C(=O)O)C(=O)O)C1=NC=CC=C1